N-(4-(6-(cyclobutyloxy)hexyl)phenyl)piperazine-1-carboxamide hydrochloride Cl.C1(CCC1)OCCCCCCC1=CC=C(C=C1)NC(=O)N1CCNCC1